OCCN1CCC(CC1)NC=1C=2N(C=CC1)C(=C(N2)C#CCNC2=C(C=C(C(=O)NC)C=C2)OC)SC(F)(F)F 4-((3-(8-((1-(2-hydroxyethyl)piperidin-4-yl)amino)-3-((trifluoromethyl)thio)imidazo[1,2-a]pyridin-2-yl)prop-2-yn-1-yl)amino)-3-methoxy-N-methylbenzamide